C=C1OC(OC1)COC1CCCCC1 6-((4-methylene-1,3-dioxolan-2-yl)methoxy)cyclohexane